1-(4-chlorophenyl)-N-(1-methyl-3-piperidyl)-5,6,7,8-tetrahydropyrido[3,4-d]pyridazin-4-amine ClC1=CC=C(C=C1)C1=C2C(=C(N=N1)NC1CN(CCC1)C)CNCC2